C(CCC)[Sn](\C(=C/C(=O)OCC)\C1=CC=C(C=C1)C(F)(F)F)(CCCC)CCCC Ethyl (Z)-3-(tributylstannyl)-3-[4-(trifluoromethyl)phenyl]acrylate